Prop-2-yn-1-ylglycylglycinat hydrochlorid Cl.C(C#C)NCC(=O)NCC(=O)O